acetic acid (2-bromo-4-methyl-phenyl) ester BrC1=C(C=CC(=C1)C)OC(C)=O